CC(CCNO)C 3-methylbutylhydroxyl-amine